CCCCC/C=C\\C/C=C\\C/C=C\\C/C=C\\C/C=C\\CCCCCCCCC(=O)O The molecule is a very long-chain omega-6 fatty acid that is octacosanoic acid having five double bonds located at positions 10, 13, 16, 19 and 22 (the 10Z,13Z,16Z,19Z,22Z-isomer). It is an omega-6 fatty acid and an octacosapentaenoic acid. It is a conjugate acid of a (10Z,13Z,16Z,19Z,22Z)-octacosapentaenoate.